CC1=NNC(=C1)C1=CC=2N=C(N=C(C2O1)N1CCOCC1)N1N=CC(=C1)C=1C=C(C=CC1)C 6-(3-methyl-1H-pyrazol-5-yl)-4-morpholino-2-(4-(m-tolyl)-1H-pyrazol-1-yl)furo[3,2-d]pyrimidine